BrC1=C(C=CC=C1)S(=O)(=O)N1N=C(C=C1C(=O)N)C1=CC(=C(C(=C1)OC)OC)OC ((2-bromophenyl)sulfonyl)-3-(3,4,5-trimethoxyphenyl)-1H-pyrazole-5-carboxamide